3-Azido-N-(4-Hydroxyphenyl)Propanamide N(=[N+]=[N-])CCC(=O)NC1=CC=C(C=C1)O